N'-[2-(dimethylamino)ethyl]-N,N-dimethylethane-1,2-diamine CN(CCNCCN(C)C)C